tert-butyl 4-((1-(tert-butoxycarbonyl) pyrrolidin-3-yl) amino)-1H-pyrazole-1-carboxylate C(C)(C)(C)OC(=O)N1CC(CC1)NC=1C=NN(C1)C(=O)OC(C)(C)C